C(C)(C)[C@H]1C[C@H]2[C@H](CC([C@H]2[C@H](CC1)C)=O)C (3S,3aS,5R,8S,8aS)-5-isopropyl-3,8-dimethyloctahydroazulen-1(2H)-one